Azoleamide N1C(=CC=C1)C(=O)N